1-Bromomethoxybenzene BrCOC1=CC=CC=C1